ethyl (2S)-2-[2-[2-bromo-4-fluoro-5-[3-methyl-2,6-dioxo-4-(trifluoromethyl)pyrimidin-1-yl]phenoxy]phenoxy]-2-methoxy-acetate BrC1=C(OC2=C(O[C@@H](C(=O)OCC)OC)C=CC=C2)C=C(C(=C1)F)N1C(N(C(=CC1=O)C(F)(F)F)C)=O